(2S,4R)-N-((4-carbamimidoylthiophen-2-yl)methyl)-1-((9,9-difluoro-9H-fluorene-3-carbonyl)glycyl)-4-fluoro-4-(fluoromethyl)pyrrolidine-2-carboxamide C(N)(=N)C=1C=C(SC1)CNC(=O)[C@H]1N(C[C@](C1)(CF)F)C(CNC(=O)C=1C=CC=2C(C3=CC=CC=C3C2C1)(F)F)=O